C=C1C(NCC1)=O 3-methylidenepyrrolidin-2-one